(S)-3-Isopropyl-6-((1-(5,6,7,8-tetrahydronaphthalen-2-yl)ethyl)amino)-1,3,5-triazine C(C)(C)N1CN=C(N=C1)N[C@@H](C)C1=CC=2CCCCC2C=C1